FC1=C(C=CC(=C1)C(F)(F)F)COC1CN(C1)C(=O)N1C[C@H]2NC(CN([C@H]2CC1)C(=O)OC(C)(C)C)=O tert-butyl (4aR,8aS)-6-[3-[[2-fluoro-4-(trifluoromethyl)phenyl]methoxy] azetidine-1-carbonyl]-3-oxo-4,4a,5,7,8,8a-hexahydro-2H-pyrido[3,4-b]pyrazine-1-carboxylate